o-phenylenedioxydiacetyl chloride C1(=C(C=CC=C1)OCC(=O)Cl)OCC(=O)Cl